L-1-octyl-3-methylimidazole L-proline salt N1[C@@H](CCC1)C(=O)O.C(CCCCCCC)N1CN(C=C1)C